FC=1C=C(C(=O)NCC2=NC=C3C=CC(=NC3=C2)C2=NC(=CC=C2)N2CCC3(CC(C3)O)CC2)C=C(C1)S(=O)(=O)C 3-fluoro-N-((2-(6-(2-hydroxy-7-azaspiro[3.5]nonan-7-yl)pyridin-2-yl)-1,6-naphthyridin-7-yl)methyl)-5-(methylsulfonyl)benzamide